4-methoxybenzyl bicyclo[1.1.0]butane-1-carboxylate C12(CC2C1)C(=O)OCC1=CC=C(C=C1)OC